(S)-(1-oxo-1-((phenylmethyl-d2)amino)propan-2-yl)carbamic acid tert-butyl ester C(C)(C)(C)OC(N[C@H](C(NC([2H])([2H])C1=CC=CC=C1)=O)C)=O